OCC1=C(C(=CC(=C1)C(C)C)CO)O 2,6-Dihydroxymethyl-4-isopropylphenol